F[C@@H]1[C@H]([C@@H]2CN[C@H]1CC2)OC2=CC=C(N=N2)C2=C(C=C(C=C2)N2C=NC(=C2)C)O 2-(6-(((1S,4S,5S,6S)-6-fluoro-2-azabicyclo[2.2.2]octan-5-yl)oxy)pyridazin-3-yl)-5-(4-methyl-1H-imidazol-1-yl)phenol